3-chloro-5-(3-isopropyl-5-(1-methylpiperidin-4-yl)-1H-indol-2-yl)-1,4-dimethylpyridin-2(1H)-one ClC=1C(N(C=C(C1C)C=1NC2=CC=C(C=C2C1C(C)C)C1CCN(CC1)C)C)=O